CN(CCN(C1=C(C=C(C(=C1)OCC)NC1=NC=NC(=C1)N1CC(C2=NC(=C(C=C21)C)C)(C)C)NC(C=C)=O)C)C N-(2-((2-(dimethylamino)ethyl)(methyl)amino)-4-ethoxy-5-((6-(3,3,5,6-tetramethyl-2,3-dihydro-1H-pyrrolo[3,2-b]pyridin-1-yl)pyrimidin-4-yl)amino)phenyl)acrylamide